OC[C@H]1C[C@H](C(N1)=O)C (3R,5R)-5-(Hydroxymethyl)-3-methylpyrrolidin-2-one